ClC=1C=C(C=C(C1CC1=C(C(=C(C=C1)O)C(C)C)F)Cl)CC(=O)N(C)C 2-(3,5-dichloro-4-(2-fluoro-4-hydroxy-3-isopropylbenzyl)phenyl)-N,N-dimethylacetamide